tert-butyl 8-(5-chloro-2-pyridyl)-2-azaspiro[4.5]dec-7-ene-2-carboxylate ClC=1C=CC(=NC1)C1=CCC2(CCN(C2)C(=O)OC(C)(C)C)CC1